FC1(CCN(CC1)C1=CC(=NC(=N1)C1=C2C(=NC=C1)NC=C2)N2[C@@H](COCC2)C)F (R)-4-(6-(4,4-difluoropiperidin-1-yl)-2-(1H-pyrrolo[2,3-b]pyridin-4-yl)pyrimidin-4-yl)-3-methylmorpholine